C(#N)C1=C(C(=O)OCC)C=CC=C1 ethyl o-cyanobenzoate